4-(4-acetamidopiperidin-1-yl)-N-{8-fluoro-2-methylimidazo[1,2-a]pyridin-6-yl}-2-methylindazole-7-carboxamide C(C)(=O)NC1CCN(CC1)C=1C2=CN(N=C2C(=CC1)C(=O)NC=1C=C(C=2N(C1)C=C(N2)C)F)C